N-(1-{1-[5-(difluoromethyl)-1,3,4-thiadiazol-2-yl]-3-ethyl-6-(3-methyl-3-oxetanylaminosulfonyl)-2-oxo-1,3-dihydro-1,3-benzimidazol-4-yl}-3-azepanyl)2-methylpropionamide FC(C1=NN=C(S1)N1C(N(C2=C1C=C(C=C2N2CC(CCCC2)NC(C(C)C)=O)S(=O)(=O)NC2(COC2)C)CC)=O)F